ClC1=NC=2N(C(=C1C1=C(C=C(C=C1F)C#CC1[C@@H]3CN(C[C@H]13)C)F)NCC(F)(F)F)N=CN2 5-Chloro-6-(2,6-difluoro-4-(((1R,5S,6s)-3-methyl-3-azabicyclo[3.1.0]hex-6-yl)ethynyl)phenyl)-N-(2,2,2-trifluoroethyl)-[1,2,4]triazolo[1,5-a]pyrimidin-7-amine